1-dodecanoyl-2-heneicosanoyl-glycero-3-phospho-(1'-sn-glycerol) CCCCCCCCCCCCCCCCCCCCC(=O)O[C@H](COC(=O)CCCCCCCCCCC)COP(=O)(O)OC[C@H](CO)O